1,1,1-trifluorohexane FC(CCCCC)(F)F